C1(CC1)C(=O)NC=1SC2=C(N1)C=CC(=C2)C=2C=C1C(=NC(=NC1=CC2)C)C(=O)N[C@@H](C)C2=CC=C(C=C2)C (S)-6-(2-(cyclopropanecarboxamido)benzo[d]thiazol-6-yl)-2-methyl-N-(1-(p-tolyl)ethyl)quinazoline-4-carboxamide